trimethyl(1-phenyl-2-propenyl)silane C[Si](C(C=C)C1=CC=CC=C1)(C)C